tert-butyl ((3R,6S)-6-((2-(5-(2-(cyclopropyl(isopropyl)carbamoyl)-4-fluorophenoxy)pyrimidin-4-yl)-2,7-diazaspiro[3.5]nonan-7-yl)methyl)tetrahydro-2H-pyran-3-yl)carbamate C1(CC1)N(C(=O)C1=C(OC=2C(=NC=NC2)N2CC3(C2)CCN(CC3)C[C@@H]3CC[C@H](CO3)NC(OC(C)(C)C)=O)C=CC(=C1)F)C(C)C